C(#N)C(CN1CC2=C(C=CC(=C2C1=O)NC(CC)=O)C1=CC=C2C=NN(C2=C1)C)=C N-[2-(2-cyano-2-methylideneethyl)-7-(1-methyl-1H-indazol-6-yl)-3-oxo-2,3-dihydro-1H-isoindol-4-yl]propanamide